NC1=NC=CC=C1C1=NC=2C(=NC(=C(C2)C)C2=CC=C(C=C2)F)N1C1=CC=C(C=C1)CO (4-(2-(2-Aminopyridin-3-yl)-5-(4-fluorophenyl)-6-methyl-3H-imidazo[4,5-b]pyridin-3-yl)phenyl)methanol